2-benzyl-6-hydroxy-3,4-dihydroisoquinoline-1(2H)-one C(C1=CC=CC=C1)N1C(C2=CC=C(C=C2CC1)O)=O